1,3,4-thiadiazole-2-carboxylate S1C(=NN=C1)C(=O)[O-]